(Z)-3-fluoro-4-(2-isopropyl-4-(3-(pyrrolidin-1-ylsulfonyl)phenyl)-1H-benzo[d]imidazol-1-yl)but-2-en-1-amine F\C(=C/CN)\CN1C(=NC2=C1C=CC=C2C2=CC(=CC=C2)S(=O)(=O)N2CCCC2)C(C)C